2-(3',5',6'-tris(9,9-dimethylacridin-10(9H)-yl)-[1,1':2',1''-terphenyl]-4'-yl)benzo[d]thiazole CC1(C2=CC=CC=C2N(C=2C=CC=CC12)C1=C(C(=C(C(=C1C=1SC2=C(N1)C=CC=C2)N2C=1C=CC=CC1C(C1=CC=CC=C21)(C)C)N2C=1C=CC=CC1C(C1=CC=CC=C21)(C)C)C2=CC=CC=C2)C2=CC=CC=C2)C